tert-butyl (1-(2-amino-5-fluoro-4-(2-morpholinopyrimidin-5-yl)phenyl)pyrrolidin-3-yl)(methyl)carbamate NC1=C(C=C(C(=C1)C=1C=NC(=NC1)N1CCOCC1)F)N1CC(CC1)N(C(OC(C)(C)C)=O)C